O=C1NC(CC[C@@H]1NC(C1=CN=CC=C1)=O)=O N-((S)-2,6-dioxopiperidin-3-yl)nicotinamide